2-C-(4-aminopyrrolo[2,1-f][1,2,4]triazin-7-yl)-2,5-anhydro-D-altrononitrile NC1=NC=NN2C1=CC=C2[C@@]2(C#N)[C@H](O)[C@H](O)[C@H](O2)CO